NC=1C(=C(C=C(C1)F)C1=NOC(=N1)CN(S(=O)(=O)C)C)OC N-((3-(3-amino-5-fluoro-2-methoxyphenyl)-1,2,4-oxadiazol-5-yl)methyl)-N-methyl-methanesulfonamide